N-(2-(4-((2R,5R)-4-cyclopropyl-2,5-dimethylpiperazine-1-yl)piperidine-1-yl)-5-((6-((R)-3-(2-fluoro-3-methylphenyl)isoxazolidine-2-yl)pyrimidine-4-yl)amino)-4-methoxyphenyl)acrylamide C1(CC1)N1C[C@H](N(C[C@H]1C)C1CCN(CC1)C1=C(C=C(C(=C1)OC)NC1=NC=NC(=C1)N1OCC[C@@H]1C1=C(C(=CC=C1)C)F)NC(C=C)=O)C